BrC=1C2=C(N(N=C2C(=CC1)F)C)F 4-bromo-3,7-difluoro-2-methylindazole